C(C)(C)(C)C1=CC=C(C=CC(=O)NC(=N)N)C=C1 4-t-Butylcinnamoylguanidin